5-Methoxy-2-(1-methyl-1H-indol-7-yl)-N-(4-(5-methyl-3-(trifluoromethyl)-1H-pyrazol-1-yl)benzyl)pyrimidin-4-amine COC=1C(=NC(=NC1)C=1C=CC=C2C=CN(C12)C)NCC1=CC=C(C=C1)N1N=C(C=C1C)C(F)(F)F